COC(=O)C1=CC2=C(OCCO2)C=C1 2,3-Dihydrobenzo[b][1,4]dioxine-6-carboxylic acid methyl ester